tert-butyl ((1r,3r)-3-(4-(2-(4-hydroxylphenyl)propan-2-yl)phenoxy) cyclobutyl)carbamate OC1=CC=C(C=C1)C(C)(C)C1=CC=C(OC2CC(C2)NC(OC(C)(C)C)=O)C=C1